NC1=NC=2C3=C(C(CC2C=N1)(C)C)C(=NN3)C(=O)NC3=CC=C(C=C3)C(=O)N3CCC(CC3)N3CCOCC3 8-amino-4,4-dimethyl-N-(4-{[4-(morpholin-4-yl)piperidin-1-yl]carbonyl}phenyl)-4,5-dihydro-1H-pyrazolo[4,3-H]quinazoline-3-carboxamide